C(C)(=O)O.C(C1=CC=CC=C1)(=O)N benzamide acetate salt